8-[(6S)-2-(5-Fluoro-2-pyridyl)-6-methyl-5,6-dihydro-4H-pyrrolo[1,2-b]pyrazol-3-yl]-2-methoxy-1,5-naphthyridine FC=1C=CC(=NC1)C=1C(=C2N(N1)[C@H](CC2)C)C=2C=CN=C1C=CC(=NC21)OC